C(C)C1NCCC(C1)C(=O)O 2-ethylpiperidine-4-carboxylic acid